FC=1C=C2C(CNC2=CC1)(C1=C(NC2=CC=CC=C12)C)C1=C(NC2=CC=CC=C12)C 5-fluoro-2'-methyl-3-(2-methyl-1H-indol-3-yl)-2,3-dihydro-1H,1'H-[3,3'-biindol]